NC=1C(=C(C=CC1)C#C)N di(amino)phenylacetylene